[(3R)-3,4-dihydro-3,5-dimethyl-1(2H)-quinolinyl][2-methoxy-5-[3-(1-methylethyl)-1H-1,2,4-triazol-1-yl]phenyl]methanone C[C@H]1CN(C2=CC=CC(=C2C1)C)C(=O)C1=C(C=CC(=C1)N1N=C(N=C1)C(C)C)OC